N-[2-hydroxy-1-(2-pyridyl)ethyl]-8-[4-(trifluoromethyl)phenyl]-quinoline-3-carboxamide OCC(C1=NC=CC=C1)NC(=O)C=1C=NC2=C(C=CC=C2C1)C1=CC=C(C=C1)C(F)(F)F